2-methyl-5-(3-(trifluoromethyl)phenyl)-N-(3-(2-(dimethylamino)propyl)-1,2,4-thiadiazol-5-yl)furan-3-carboxamide CC=1OC(=CC1C(=O)NC1=NC(=NS1)CC(C)N(C)C)C1=CC(=CC=C1)C(F)(F)F